CN1C(=NN=C1C)C1=CC=C(C=N1)S(=O)(=O)NC=1C(=CC=C2C=NN(C12)C)OC 6-(4,5-dimethyl-1,2,4-triazol-3-yl)-N-(6-methoxy-1-methylindazol-7-yl)pyridine-3-sulfonamide